N[C@@H]1CN(CC[C@H]1OC)C1=NC2=C(N1CC(=O)N(CC(F)(F)F)C)C=CC(=C2)F 2-(2-((3R,4R)-3-Amino-4-methoxypiperidin-1-yl)-5-fluoro-1H-benzo[d]imidazol-1-yl)-N-methyl-N-(2,2,2-trifluoroethyl)acetamid